CN1CCC(CC1)C=1OC(=NN1)[C@@]12CN(C[C@]2(C1)C(F)(F)F)C1=C2C=CC=NC2=C(C=C1)C 2-(1-methylpiperidin-4-yl)-5-((1S,5R)-3-(8-methylquinolin-5-yl)-5-(trifluoromethyl)-3-azabicyclo[3.1.0]hexan-1-yl)-1,3,4-oxadiazole